BrCCN(C=1C=C(C(=O)OC)C=CC1OC)S(=O)(=O)C methyl 3-(N-(2-bromoethyl) methylsulfonylamino)-4-methoxybenzoate